CC1=CC(=NC(=C1)C)NC1=NC=C(C=N1)C(=O)NCCC1=C(NC2=CC=C(C=C12)OC)C 2-((4,6-Dimethylpyridin-2-yl)amino)-N-(2-(5-methoxy-2-methyl-1H-indol-3-yl)ethyl)pyrimidine-5-carboxamide